6-butanamido-4-{[3-methoxy-4-(1-methyl-1H-1,2,4-triazol-3-yl)pyridin-2-yl]amino}-N-(2H3)methylpyridazine-3-carboxamide C(CCC)(=O)NC1=CC(=C(N=N1)C(=O)NC([2H])([2H])[2H])NC1=NC=CC(=C1OC)C1=NN(C=N1)C